3-(3-bromophenyl)oxetane-3-carboxylic acid methyl ester COC(=O)C1(COC1)C1=CC(=CC=C1)Br